4-bromo-5-chloro-2,3-dihydro-1H-inden-1-one BrC1=C2CCC(C2=CC=C1Cl)=O